tert-butyl 6-(2-amino-1-methyl-ethyl)-2-azaspiro[3.3]heptane-2-carboxylate NCC(C)C1CC2(CN(C2)C(=O)OC(C)(C)C)C1